C(#N)CC1N(CCN(C1)C=1C2=C(N=C(N1)OC[C@H]1N(CCC1)C)CN(CC2)C2=C(C(=CC=C2)F)OC)C(=O)OC(C)(C)C tert-butyl 2-(cyanomethyl)-4-[7-(3-fluoro-2-methoxy-phenyl)-2-[[(2S)-1-methylpyrrolidin-2-yl]methoxy]-6,8-dihydro-5H-pyrido[3,4-d]pyrimidin-4-yl]piperazine-1-carboxylate